1,2,6,7-Heptanetetrol C(C(CCCC(CO)O)O)O